[SiH3][SiH2][SiH2][SiH2][SiH2][SiH2][SiH2][SiH2][SiH2][SiH3] decasilane